ClC(C(C)(Cl)Cl)Cl 1,1,2,2-tetrachloropropane